3-[(4-Carboxy-2-nitrophenyl)thio]isonicotinic acid C(=O)(O)C1=CC(=C(C=C1)SC1=C(C(=O)O)C=CN=C1)[N+](=O)[O-]